CO[Si](CCCCl)(OC)OC δ-chloropropyltrimethoxysilane